[O-2].[Mn+2].[Al+3].[Li+].[O-2].[O-2] lithium-aluminum-manganese oxide